FC1=C(C(=CC=C1)F)C1=C(C=CC(N1CC)=O)C 6-(2,6-difluorophenyl)-1-ethyl-5-methylpyridin-2(1H)-one